FC1=C(C(=O)C2=CNC3=NC=C(C=C32)C3=CC=C(C=C3)CN3CCC(CC3)NC(OC(C)(C)C)=O)C(=CC=C1NS(=O)(=O)N1CCCC1)F tert-butyl N-[1-[[4-[3-[2,6-difluoro-3-(pyrrolidin-1-ylsulfonylamino)benzoyl]-1H-pyrrolo[2,3-b]pyridin-5-yl]phenyl]methyl]-4-piperidyl]carbamate